1-[3-(4-Fluoro-2-methyl-2H-pyrazol-3-yl)-4-methoxy-phenyl]-3-(3-trifluoromethyl-phenyl)-urea FC1=C(N(N=C1)C)C=1C=C(C=CC1OC)NC(=O)NC1=CC(=CC=C1)C(F)(F)F